N1CC2(C=3C1=NC=C(C3)C=3C(=C(C(=O)N1[C@@](CCC1)(C#N)C)C=CC3)F)CC2 (S)-1-(3-(1',2'-dihydrospiro[cyclopropane-1,3'-pyrrolo[2,3-b]pyridin]-5'-yl)-2-fluorobenzoyl)-2-methylpyrrolidine-2-carbonitrile